C[Si](C#CC1=CC=C(C=N1)O[C@@H]1CN(CC1)C(=O)OC(C)(C)C)(C)C tert-butyl (3S)-3-[[6-(2-trimethylsilylethynyl)-3-pyridyl]oxy]pyrrolidine-1-carboxylate